C1(CC1)C=1C=CC(=C(C1)O)C1=C2C(=C(N=N1)NC1CNCCC1)C=NC=C2 5-cyclopropyl-2-(4-(piperidin-3-ylamino)pyrido[3,4-d]pyridazin-1-yl)phenol